4-methoxy-3-(N-(2'-methyl-4-(trifluoromethyl)-[1,1'-biphenyl]-2-yl)sulfamoyl)benzoic acid COC1=C(C=C(C(=O)O)C=C1)S(NC1=C(C=CC(=C1)C(F)(F)F)C1=C(C=CC=C1)C)(=O)=O